C(\C=C\CCCCCCCCCCCCCCCCC)(=O)O (E)-Eicosenoic Acid